2,9,16,23-tetra-tert-butyl-29h,31h-phthalocyanine CC(C)(C)C1=CC2=C(C=C1)C3=NC4=NC(=NC5=C6C=C(C=CC6=C(N5)N=C7C8=C(C=CC(=C8)C(C)(C)C)C(=N7)N=C2N3)C(C)(C)C)C9=C4C=C(C=C9)C(C)(C)C